[2-(aminomethyl)-3,3-difluoro-allyl]-4-[5-(1,3-benzodioxol-5-yl)pyrazin-2-yl]-1,2,4-triazol-3-one trifluoroacetate salt FC(C(=O)O)(F)F.NCC(CC=1N(C(NN1)=O)C1=NC=C(N=C1)C1=CC2=C(OCO2)C=C1)=C(F)F